C(CCCC#C)(=O)OC methyl 5-hexynoate